N1N=CC=C1 1H-azaPyrrole